(2S,3S)-2-chloromethyl-3-aminomethyl-piperidine methyl-(4-((2-oxo-1,2-dihydroquinolin-3-yl)methyl)phenyl)carbamate CN(C(O)=O)C1=CC=C(C=C1)CC=1C(NC2=CC=CC=C2C1)=O.ClC[C@H]1NCCC[C@H]1CN